C1(=CC(=CC=C1)OCCCCCCCCO[C@@H]1[C@H](C(O[C@@H]([C@H]1O)CO)O)O)C1=CC=CC=C1 (3R,4S,5R,6R)-4-((8-([1,1'-biphenyl]-3-yloxy)octyl)oxy)-6-(hydroxymethyl)tetrahydro-2H-pyran-2,3,5-triol